4-(4-(1-((4-Methoxyphenyl)sulfonyl)azetidine-3-carbonyl)-3,4-dihydro-2H-pyrido[4,3-b][1,4]oxazin-8-yl)benzonitrile COC1=CC=C(C=C1)S(=O)(=O)N1CC(C1)C(=O)N1C2=C(OCC1)C(=CN=C2)C2=CC=C(C#N)C=C2